N,N-bis(3-methoxybenzyl)-3-((2-(3-methoxybenzyloxy)ethoxy)methyl)aniline COC=1C=C(CN(C2=CC(=CC=C2)COCCOCC2=CC(=CC=C2)OC)CC2=CC(=CC=C2)OC)C=CC1